CN1C(SC2=C1C=CC(=C2)C=2C=NC=C(C2)N2CC1(C2)CN(C1)C(=O)C=1C=NN(C1)C)=O 3-methyl-6-(5-(6-(1-methyl-1H-pyrazole-4-carbonyl)-2,6-diazaspiro[3.3]heptane-2-yl)pyridin-3-yl)benzo[d]thiazol-2(3H)-one